CC1=CC(=C(C(N1)=O)CNC(OC(C)(C)C)=O)SC Tert-Butyl ((6-Methyl-4-(Methylthio)-2-Oxo-1,2-Dihydropyridin-3-Yl)Methyl)Carbamate